N-hydroxy-4-(2-(5-m-tolyl-1H-indol-3-yl)acetamido)benzamide allyl-3-(5-((5-chlorothiophen-2-yl)methylamino)-1H-pyrazol-3-yl)pyrrolidine-1-carboxylate C(C=C)OC(=O)N1CC(CC1)C1=NNC(=C1)NCC=1SC(=CC1)Cl.ONC(C1=CC=C(C=C1)NC(CC1=CNC2=CC=C(C=C12)C=1C=C(C=CC1)C)=O)=O